1-(2,4-dimethoxyphenyl)-N-methyl-amine COC1=C(C=CC(=C1)OC)CN